5-(2-amino-3-(cyclopropylethynyl)pyridin-4-yl)-2-fluorobenzonitrile NC1=NC=CC(=C1C#CC1CC1)C=1C=CC(=C(C#N)C1)F